ClC1=C(C=CC(=C1)C)C=1C=C(C2=C(NC(=N2)CN2CCN(CC2)C2CC2)C1)C(=O)O 6-(2-chloro-4-methylphenyl)-2-[(4-cyclopropylpiperazin-1-yl)methyl]-1H-benzimidazole-4-carboxylic acid